1-((4-(2-((1-cyclopropyl-1H-pyrazol-4-yl)amino)-5-methylpyrimidin-4-yl)-2-fluorophenoxy)methyl)cyclopropane-carbonitrile C1(CC1)N1N=CC(=C1)NC1=NC=C(C(=N1)C1=CC(=C(OCC2(CC2)C#N)C=C1)F)C